4-[(3-chlorophenyl)sulfanyl]-2'-[(2R)-2-methyl-3-{[(5R)-5-methyl-5,6,7,8-tetrahydroquinolin-4-yl]oxy}propyl]-2',3'-dihydrospiro[cyclohexane-1,1'-indene]-4-carboxylic acid ClC=1C=C(C=CC1)SC1(CCC2(C(CC3=CC=CC=C23)C[C@H](COC2=CC=NC=3CCC[C@H](C23)C)C)CC1)C(=O)O